3-(3-([1,1'-biphenyl]-4-ylamino)-2,5-dioxo-2,5-dihydro-1H-pyrrol-1-yl)piperidine-2,6-dione C1(=CC=C(C=C1)NC=1C(N(C(C1)=O)C1C(NC(CC1)=O)=O)=O)C1=CC=CC=C1